N4,N4,N4',N4'-tetrakis[1,1'-biphenyl]-4-yl-[1,1'-biphenyl]-4,4'-diamine C1(=CC=C(C=C1)N(C1=CC=C(C=C1)C1=CC=C(C=C1)N(C1=CC=C(C=C1)C1=CC=CC=C1)C1=CC=C(C=C1)C1=CC=CC=C1)C1=CC=C(C=C1)C1=CC=CC=C1)C1=CC=CC=C1